FC1CN(C1)[C@H]1C[C@H](N(CC1)CC1=C2C=CNC2=C(C=C1OC)C)C1=CC=C(C(=O)O)C=C1 4-((2s,4r)-4-(3-fluoroazetidin-1-yl)-1-((5-methoxy-7-methyl-1H-indol-4-yl)methyl)piperidin-2-yl)benzoic acid